phenyldimethylsilyl hydride C1(=CC=CC=C1)[SiH](C)C